OC(COCCCCCCCCCCCCCCCC)C 2-hydroxypropyl-hexadecyl ether